3-methyl-6-(trifluoromethyl)imidazo[4,5-c]pyridine CN1C=NC2=C1C=NC(=C2)C(F)(F)F